1-((2-((3-Fluorooxetan-3-yl)methoxy)pyridin-4-yl)methyl)-3-(2-(1-(trifluoromethyl)cyclopropyl)ethyl)urea FC1(COC1)COC1=NC=CC(=C1)CNC(=O)NCCC1(CC1)C(F)(F)F